C(C)OC=1C=C2C=CN=C(C2=CC1OCCF)NC1=CC=C(C=C1)S(=O)(=O)C 6-ethoxy-7-(2-fluoroethoxy)-N-(4-methanesulfonylphenyl)isoquinolin-1-amine